4-butyloxymethoxy-1-methylbutylmagnesium iodide C(CCC)OCOCCCC(C)[Mg]I